N-(1-(2-methoxy-5-methylphenyl)-3-methylbutan-2-yl)-4-(trifluoromethoxy)benzenesulfonamide COC1=C(C=C(C=C1)C)CC(C(C)C)NS(=O)(=O)C1=CC=C(C=C1)OC(F)(F)F